[5-(4-chlorobenzamido)-2-[(4-chlorophenyl)methyl]-3-oxo-1,2,4-thiadiazolidin-4-yl]methyl 2-{[(tert-butoxy)carbonyl](methyl)amino}acetate C(C)(C)(C)OC(=O)N(CC(=O)OCN1C(N(SC1NC(C1=CC=C(C=C1)Cl)=O)CC1=CC=C(C=C1)Cl)=O)C